FC(C(=O)O)(F)F.ClC=1C(=C(C=CC1)C1(CN(C(C2=CN=CC(=C12)F)=O)C1=NN(C=C1F)CC1=CC=C(C=C1)OC)C)F 4-(3-chloro-2-fluorophenyl)-5-fluoro-2-{4-fluoro-1-[(4-methoxyphenyl)methyl]-1H-pyrazol-3-yl}-4-methyl-3,4-dihydro-2,7-naphthyridin-1(2H)-one, trifluoroacetate salt